FC(OC1=CC=C(OC2=CC=C(C=N2)S(=O)(=O)N2[C@H]([C@@H]3CC[C@H](C2)N3C(=O)OCCOC)C(NOC3OCCCC3)=O)C=C1)F 2-methoxyethyl (1S,2R,5R)-3-((6-(4-(difluoromethoxy)-phenoxy)pyridin-3-yl)sulfonyl)-2-(((tetrahydro-2H-pyran-2-yl)oxy)carbamoyl)-3,8-diazabicyclo[3.2.1]octane-8-carboxylate